4-chloromethylphenyl-boric acid ClCC1=CC=C(C=C1)OB(O)O